((2S,4S)-1-acryloyl-4-(8-chloro-4-(3-(dimethylamino)azetidin-1-yl)-6-fluoro-7-(5-fluoroquinolin-8-yl)-1H-pyrazolo[4,3-c]quinolin-1-yl)piperidin-2-yl)acetonitrile C(C=C)(=O)N1[C@@H](C[C@H](CC1)N1N=CC=2C(=NC=3C(=C(C(=CC3C21)Cl)C=2C=CC(=C1C=CC=NC21)F)F)N2CC(C2)N(C)C)CC#N